7-hydroxy-6-methoxy-4-(4-nitrophenoxy)quinoline-1-oxide OC1=C(C=C2C(=CC=[N+](C2=C1)[O-])OC1=CC=C(C=C1)[N+](=O)[O-])OC